di(n-heptyl) isononyl trimellitate C(C=1C(C(=O)OCCCCCCC(C)C)=CC(C(=O)OCCCCCCC)=CC1)(=O)OCCCCCCC